N[C@@H](CNC(OCC1C2=CC=CC=C2C=2C=CC=CC12)=O)C(NC=1SC=C(N1)C1=CC=CC=C1)=O (S)-(9H-fluoren-9-yl)methyl (2-amino-3-oxo-3-((4-phenylthiazol-2-yl)amino)propyl)carbamate